1-(6-((4-(5-(azetidine-1-yl)pyridin-3-yl)-1H-1,2,3-triazol-1-yl)methyl)-1H-indole-2-yl)-N-(cyclobutylmethyl)methylamine N1(CCC1)C=1C=C(C=NC1)C=1N=NN(C1)CC1=CC=C2C=C(NC2=C1)CNCC1CCC1